C(C)(C)(C)C12C([C@@](N(CC1)CC2)(COC)CO)=O (1R,2S,4R)-4-(tert-butyl)-2-(hydroxymethyl)-2-(methoxymethyl)quinuclidin-3-one